pentadecylcaprolactone C(CCCCCCCCCCCCCC)C1C(=O)OCCCC1